CC1=CC=C(C=C1)C1=NC(=NC(=N1)C(Cl)(Cl)Cl)C(Cl)(Cl)Cl 2-(4-methylphenyl)-4,6-bis(trichloromethyl)-s-triazine